C(C)(C)(C)OC(=O)N1C[C@@H](CCC1)N(C(=O)C1=C(C=C(C=C1)N1N=NC=2C1=NC(=CC2)C(=O)O)F)C2=NC=CC1=CC=CC(=C21)C (R)-3-(4-((1-(tert-butoxycarbonyl)piperidin-3-yl)(8-methylisoquinolin-1-yl)carbamoyl)-3-fluorophenyl)-3H-[1,2,3]triazolo[4,5-b]pyridine-5-carboxylic acid